5'-((1H-indazol-1-yl)methyl)-[1,1':3',1''-terphenyl]-2,2''-dicarboxylic acid dimethyl ester COC(=O)C=1C(=CC=CC1)C1=CC(=CC(=C1)CN1N=CC2=CC=CC=C12)C=1C(=CC=CC1)C(=O)OC